C(C)OC(=O)C=1NC=C(C1N)C(=O)OCC 3-amino-1H-pyrrole-2,4-dicarboxylic acid diethyl ester